FC(C1=NC=CC(=C1)C#N)F 2-(difluoromethyl)pyridine-4-carbonitrile